C(C)(C)(C)OC(NC1CCN(CC1)C=1N(C(C(=C(N1)Cl)Cl)=O)C)=O (1-(4,5-dichloro-1-methyl-6-oxo-1,6-Dihydropyrimidin-2-yl)piperidin-4-yl)carbamic acid tert-butyl ester